FC=1C=C(C=C(C1OC1=C2C(=NC=C1)N(C=C2CCOC(F)(F)F)S(=O)(=O)C2=CC=C(C=C2)C)F)N(C(=O)OC(C)(C)C)C(=O)OC(C)(C)C di-tert-butyl [3,5-difluoro-4-({1-(4-methylbenzene-1-sulfonyl)-3-[2-(trifluoromethoxy)ethyl]-1H-pyrrolo[2,3-b]pyridin-4-yl}oxy)phenyl]-2-imidodicarbonate